COC1=C(N)C=C(C(=C1)N1CCN(CC1)C1CCN(CC1)C)C 2-methoxy-5-methyl-4-(4-(1-methylpiperidin-4-yl)piperazin-1-yl)aniline